ClC=1C=C2CCN(CC2=C(C1)C1=C2C(=NC=C1)C=C(S2)CN2C(C1C(C1C2=O)(C)C)=O)CC2(CCNCC2)O 3-((7-(6-chloro-2-((4-hydroxypiperidin-4-yl)methyl)-1,2,3,4-tetrahydroisoquinolin-8-yl)thieno[3,2-b]pyridin-2-yl)methyl)-6,6-dimethyl-3-azabicyclo[3.1.0]hexane-2,4-dione